FC(OC1=C(N)C=CC(=C1)N1CCC(CC1)N1CCN(CCC1)C)F 2-(difluoromethoxy)-4-(4-(4-methyl-1,4-diazepan-1-yl)piperidin-1-yl)aniline